ClC=1C=CC(=C(CN(C(=O)C=2C(=NN(C2F)C)C(F)F)C2CC2)C1)C(F)(F)F N-[5-Chloro-2-(trifluoromethyl)benzyl]-N-cyclopropyl-3-(difluoromethyl)-5-fluoro-1-methyl-1H-pyrazol-4-carboxamid